ClC1=C2CN(C(C2=CC(=C1)CO)=O)C1C(N(C(CC1)=O)COCC[Si](C)(C)C)=O 3-(4-chloro-6-(hydroxymethyl)-1-oxoisoindolin-2-yl)-1-((2-(trimethylsilyl)ethoxy)methyl)piperidine-2,6-dione